(2-(((3R,6R,9R,10S,12R,12aR)-3,6,9-Trimethyldecahydro-12H-3,12-epoxy[1,2]-dioxepino[4,3-i]isochromen-10-yl)oxy)ethoxy)benzaldehyde C[C@]12CCC3[C@@H](CCC4[C@H]([C@H](O[C@@H]([C@@]34OO1)O2)OCCOC2=C(C=O)C=CC=C2)C)C